FC=1C=C(C(=NC1C)N1CCN(CC1)C(=O)C=1C=C2C=C(NC2=C(C1)B1OC(C(O1)(C)C)(C)C)C1=CCCN(C1)C(=O)OC(C)(C)C)OC tert-butyl 5-[5-[4-(5-fluoro-3-methoxy-6-methyl-2-pyridyl)piperazine-1-carbonyl]-7-(4,4,5,5-tetramethyl-1,3,2-dioxaborolan-2-yl)-1H-indol-2-yl]-3,6-dihydro-2H-pyridine-1-carboxylate